N-(5-(methylthio)-1,3,4-thiadiazol-2-yl)-5-(thiophen-2-yl)-nicotinamide CSC1=NN=C(S1)NC(C1=CN=CC(=C1)C=1SC=CC1)=O